bis(dimethylamino)ethyl-(1-methylene-2-propenyl)silane CN(C)C(C[SiH2]C(C=C)=C)N(C)C